N-[(2S,3R)-4,4-difluoro-2-[(3'-fluoro[1,1'-biphenyl]-3-yl)methyl]-1-(oxetane-2-carbonyl)pyrrolidin-3-yl]methanesulfonamide FC1([C@@H]([C@@H](N(C1)C(=O)C1OCC1)CC=1C=C(C=CC1)C1=CC(=CC=C1)F)NS(=O)(=O)C)F